N-(2-(3-(Dimethylamino)propoxy)-5-(3'-methyl-2'-oxo-2',3'-dihydrospiro[oxetane-3,1'-pyrrolo[2,3-c]quinolin]-8'-yl)pyridin-3-yl)benzenesulfonamide CN(CCCOC1=NC=C(C=C1NS(=O)(=O)C1=CC=CC=C1)C1=CC=2C3=C(C=NC2C=C1)N(C(C31COC1)=O)C)C